5-chloro-3-propyl-3H-[1,2,3]triazolo[4,5-b]pyridine ClC1=CC=C2C(=N1)N(N=N2)CCC